(S)-2-(((benzyloxy)carbonyl)amino)-4-((3-((1-(tert-butoxycarbonyl)azetidin-3-yl)oxy)propyl)amino)butanoic acid C(C1=CC=CC=C1)OC(=O)N[C@H](C(=O)O)CCNCCCOC1CN(C1)C(=O)OC(C)(C)C